2-(3-(benzoyloxy)-2-bromo-4-methoxyphenyl)-N-(4-((tert-butylphenylsilyl)oxy)-3-methoxyphenyl)acetamide C(C1=CC=CC=C1)(=O)OC=1C(=C(C=CC1OC)CC(=O)NC1=CC(=C(C=C1)O[SiH](C1=CC=CC=C1)C(C)(C)C)OC)Br